FC=1C=C(C=C(C1OC1=CC=C(C=C1)F)F)S(=O)(=O)N1C2(CN(CC1CC2)C(=O)OCCOC)C(=O)O 8-((3,5-difluoro-4-(4-fluorophenoxy)phenyl)-sulfonyl)-3-((2-methoxyethoxy)carbonyl)-3,8-diazabicyclo[3.2.1]octane-1-carboxylic acid